5-bromo-2-cyanophenyl 2,4,6-tri-O-acetyl-3-azido-3-deoxy-1-thio-α-D-galactopyranoside C(C)(=O)O[C@H]1[C@@H](SC2=C(C=CC(=C2)Br)C#N)O[C@@H]([C@@H]([C@@H]1N=[N+]=[N-])OC(C)=O)COC(C)=O